C(C)C1=C(C(=CC=C1)CC)NS(=O)=O.[Na] sodium N-(2,6-diethylphenyl)sulfonamide